(R)-N-((3-cyano-5-fluoro-4-((4-(3-fluoroazetidin-1-yl)-1-((4-fluorophenyl)thio)butan-2-yl)amino)phenyl)sulfonyl)-2-methylspiro[3.3]heptane-2-carboxamide C(#N)C=1C=C(C=C(C1N[C@@H](CSC1=CC=C(C=C1)F)CCN1CC(C1)F)F)S(=O)(=O)NC(=O)C1(CC2(C1)CCC2)C